FC=1C=2N(C=CC1I)C(=NC2)C 8-fluoro-7-iodo-3-methylimidazo[1,5-a]pyridine